ClC[Al] chloromethylaluminium